3-(benzothiazol-2-yl)-7-(diethylamino)-4-methyl-2H-benzopyran-2-one S1C(=NC2=C1C=CC=C2)C=2C(OC1=C(C2C)C=CC(=C1)N(CC)CC)=O